CC1CCCCC1 1-Methyl-cyclohexane